C1(CCCC1)N1C(C(=CC2=C1N=C(N=C2)NC=2C=C1CCN(CC1=CC2)CCCN(C)C)C#N)=O 8-cyclopentyl-2-((2-(3-(dimethylamino)propyl)-1,2,3,4-tetrahydroisoquinolin-6-yl)amino)-7-oxo-7,8-dihydropyrido[2,3-d]pyrimidine-6-carbonitrile